CS(=O)(=O)C1=C(C=2N(C(=N1)C=1C=C3CN(C(C3=CC1)=O)C)C=CN2)C#N 7-methanesulfonyl-5-(2-methyl-1-oxo-2,3-dihydro-1H-isoindol-5-yl)imidazo[1,2-c]pyrimidine-8-carbonitrile